C(C)OC(=O)C1CC(=NO1)C(=O)O 5-(ethoxycarbonyl)-4,5-dihydroisoxazole-3-carboxylic acid